CN1CNC(C=2C1=NC=NC2)=O 1-methyl-2,3-dihydropyrimido[4,5-d]pyrimidin-4(1H)-one